O1C(=CC=C1)C=1C=C(OC1)O 4-furan-2-ylfuran-2-ol